3-((3-exo)-3-((4-((5-(hydroxymethyl)-1H-pyrazol-3-yl)amino)thieno[2,3-d]pyrimidin-2-yl)amino)-8-azabicyclo[3.2.1]oct-8-yl)propionitrile OCC1=CC(=NN1)NC=1C2=C(N=C(N1)NC1CC3CCC(C1)N3CCC#N)SC=C2